(Z)-5-(bromomethyl)-1,3-dimethylimidazoline BrCC1CN(CN1C)C